COC1=NC=CC(=C1)CN[C@@H]1CN(CCC1)C=1C=NC(=CC1)[N+](=O)[O-] (3S)-N-[(2-methoxy-4-pyridinyl)methyl]-1-(6-nitro-3-pyridinyl)piperidin-3-amine